CNC1=NC2=CC=CC=C2C=N1 2-(methylamino)quinazolin